5-fluoro-pyrimidine-4-carboxylic acid pyridin-3-ylamide N1=CC(=CC=C1)NC(=O)C1=NC=NC=C1F